4-(1-(4-chloro-2-fluorophenyl)ethoxy)-5-(methylcarbamoyl)-1H-pyrrole-2-carboxylic acid ClC1=CC(=C(C=C1)C(C)OC=1C=C(NC1C(NC)=O)C(=O)O)F